((3-([1,2,4]triazolo[1,5-a]pyridin-6-yl)-2-methylbenzyl)oxy)-2-hydroxybenzaldehyde N=1C=NN2C1C=CC(=C2)C=2C(=C(COC=1C(=C(C=O)C=CC1)O)C=CC2)C